trans-4-[(2-amino-3,5-dibromobenzyl)amino]adamantane-1-ol NC1=C(CNC2C3CC4(CC(CC2C4)C3)O)C=C(C=C1Br)Br